ClC=1C=CC(=NC1)C=N[S@@](=O)C(C)(C)C (S)-2-methyl-propane-2-sulfinic acid 1-(5-chloro-pyridin-2-yl)-methyleneamide